NC=1C(=NC(=C(N1)N)Cl)C(=O)NC(NCCCCC1=CC=C(C=C1)C1=CC=C2CC(COC2=C1)C(NCCN(C[C@@H]([C@H]([C@@H]([C@@H](CO)O)O)O)O)C[C@@H]([C@H]([C@@H]([C@@H](CO)O)O)O)O)=O)=N 3,5-diamino-N-(N-(4-(4-(3-((2-(bis((2S,3R,4R,5R)-2,3,4,5,6-pentahydroxyhexyl)amino)ethyl)carbamoyl)chroman-7-yl)phenyl)butyl)carbamimidoyl)-6-chloropyrazine-2-carboxamide